(3-cyanomethoxy-2-isobutyl-phenyl)-N-methyl-methanesulfonamide C(#N)COC=1C(=C(C=CC1)CS(=O)(=O)NC)CC(C)C